C(CN(CC(=O)O)CC(=O)O)N(CC(=O)O)CC(=O)O.FC1=C(C(=CC(=C1)C)O)C(C)=O 1-(2-fluoro-6-hydroxy-4-methylphenyl)ethan-1-one ethylenediaminetetraacetate